4-amino-N-[(4-methoxyphenyl)methyl]-N-methyl-3-(4-methylpyrazol-1-yl)benzenesulfonamide NC1=C(C=C(C=C1)S(=O)(=O)N(C)CC1=CC=C(C=C1)OC)N1N=CC(=C1)C